2-(7-chloro-4-(2-methoxy-4-(trifluoromethyl)phenyl)-1H-pyrazolo[3,4-d]pyridazin-1-yl)ethan-1-ol ClC=1N=NC(=C2C1N(N=C2)CCO)C2=C(C=C(C=C2)C(F)(F)F)OC